C1(=CC=CC=C1)C1=NC(=NC(=N1)C1=CC=CC=C1)C1=C(O)C=C(C=C1O)OCCCCCC 2-(4,6-diphenyl-1,3,5-triazin-2-yl)-5-hexyloxy-resorcinol